tert-butyl ((S)-2-((4-((R or S)-2-methoxy-1-((S)-2-oxo-4-(trifluoromethyl)imidazolidin-1-yl)ethyl)pyridin-2-yl)amino)-1-((1r,4S)-4-methylcyclohexyl)-2-oxoethyl)carbamate COC[C@H](N1C(N[C@@H](C1)C(F)(F)F)=O)C1=CC(=NC=C1)NC([C@H](C1CCC(CC1)C)NC(OC(C)(C)C)=O)=O |o1:3|